FC1(CN([C@@H](CS1(=O)=O)C)C(=O)OC(C)(C)C)C(NCC(CC1=CC=CC=C1)=O)=O tert-butyl (5R)-2-fluoro-5-methyl-1,1-dioxo-2-[(2-oxo-3-phenylpropyl)carbamoyl]-1λ6-thiomorpholine-4-carboxylate